7-[1-(1-Cyano-4-piperidyl)-5-methyl-triazol-4-yl]-5-[1-(2-isoxazol-3-ylphenyl)ethoxy]imidazo[1,2-a]pyridine-3-carbonitrile C(#N)N1CCC(CC1)N1N=NC(=C1C)C1=CC=2N(C(=C1)OC(C)C1=C(C=CC=C1)C1=NOC=C1)C(=CN2)C#N